C=C[C@H](CC(=NO)SC1[C@@H]([C@H]([C@@H]([C@H](O1)CO)O)O)O)O The molecule is a desulfoglucosinolic acid resulting from the formal condensation of the thiol group of (3S)-N,3-dihydroxypent-4-enethioamide with beta-D-glucopyranose. It has a role as an Arabidopsis thaliana metabolite. It is a desulfoglucosinolic acid and a secondary allylic alcohol.